5-Chloro-2-(trifluoromethyl)imidazo[1,2-a]pyridine ClC1=CC=CC=2N1C=C(N2)C(F)(F)F